N1-[3-(2,6-Dichloro-4-methoxyphenyl)-2,5-dimethylpyrazolo[1,5-a]pyrimidin-7-yl]-N3-(tetrahydro-2H-pyran-4-yl)-1,3-cyclohexanediamine ClC1=C(C(=CC(=C1)OC)Cl)C=1C(=NN2C1N=C(C=C2NC2CC(CCC2)NC2CCOCC2)C)C